C(CCCCCCC)P(OC1=C(C=C(C=C1)C(C)(C)C)C(C)(C)C)(OC1=C(C=C(C=C1)C(C)(C)C)C(C)(C)C)[O-] bis(2,4-di-tert-butylphenyl) octylphosphite